OC[C@H](C)NC1=C(C(N(N=C1)COCC[Si](C)(C)C)=O)C(F)(F)F (S)-5-((1-hydroxypropane-2-yl)amino)-4-(trifluoromethyl)-2-((2-(trimethylsilyl)ethoxy)methyl)pyridazin-3(2H)-one